pent-2-en CC=CCC